N-{(4aR,6R)-2-[4-(2-chloro-4-fluorophenyl)-1,2-benzoxazol-3-yl]-5,5-difluoro-1-oxooctahydropyrrolo[1,2-c]pyrimidin-6-yl}ethanesulfonamide ClC1=C(C=CC(=C1)F)C1=CC=CC2=C1C(=NO2)N2C(N1[C@H](CC2)C([C@@H](C1)NS(=O)(=O)CC)(F)F)=O